N-erucyl-methacrylamide C(CCCCCCCCCCC\C=C/CCCCCCCC)NC(C(=C)C)=O